linoleic acid dilinoleate C(CCCCCCC\C=C/C\C=C/CCCCC)(=O)O.C(CCCCCCC\C=C/C\C=C/CCCCC)(=O)O.C(CCCCCCC\C=C/C\C=C/CCCCC)(=O)O